CCC(CO)(CO)CO Hexaglycerine